(3R)-3-amino-1-[3-(trifluoromethyl)-5,6-dihydro-1,2,4-triazolo[4,3-a]pyrazine-7(8H)-yl]-4-(2,4,5-trifluorophenyl)butan-1-one N[C@@H](CC(=O)N1CC=2N(CC1)C(=NN2)C(F)(F)F)CC2=C(C=C(C(=C2)F)F)F